3-butyne-1-sulfonyl chloride C(CC#C)S(=O)(=O)Cl